3-[(4-Fluoro-3-methoxy-phenyl)methyl]-6-(1H-pyrrolo[2,3-b]pyridin-4-yl)quinazolin-4-one FC1=C(C=C(C=C1)CN1C=NC2=CC=C(C=C2C1=O)C1=C2C(=NC=C1)NC=C2)OC